(S)-2-(3-(1-(3-chloro-5-fluoro-2-(hydroxymethyl)phenyl)ethyl)-2,5-dioxoimidazolidin-1-yl)acetamide ClC=1C(=C(C=C(C1)F)[C@H](C)N1C(N(C(C1)=O)CC(=O)N)=O)CO